N1(N=CN=C1)C(C)(CC)O (1S)-2-(1H-1,2,4-triazol-1-yl)butan-2-ol